CC1N(CCNC1)C(=O)N1CCCC1 (2-methylpiperazin-1-yl)(pyrrolidin-1-yl)methanone